3-(4-fluoro-5-{4-hydroxy-4-[2-oxo-2-(piperazin-1-yl)ethyl]piperidin-1-yl}-1-oxo-3H-isoindol-2-yl)piperidine-2,6-dione FC1=C2CN(C(C2=CC=C1N1CCC(CC1)(CC(N1CCNCC1)=O)O)=O)C1C(NC(CC1)=O)=O